(3R)-N-[2-chloro-6-(4-isopropylpiperazin-1-yl)phenyl]-3-(3-methoxyphenyl)-3-methylpyrrolidine-1-carboxamide ClC1=C(C(=CC=C1)N1CCN(CC1)C(C)C)NC(=O)N1C[C@@](CC1)(C)C1=CC(=CC=C1)OC